S(N)(=O)(=O)C1=CC(=C(C=C1)NC1CC(C1)N1CCN(CC1)C(=O)OCC1C2=CC=CC=C2C=2C=CC=CC12)S(=O)(=O)C(F)(F)F (9H-fluoren-9-yl)methyl 4-(3-((4-sulfamoyl-2-((trifluoromethyl)sulfonyl)phenyl)amino)cyclobutyl)piperazine-1-carboxylate